O=C1NC(CCC1NC=1C=C(C=CC1)C#CCNC(C1=NC=C(C=C1C)C1=C(C=C(C=C1)N(C)C1=C2C=C(C(N(C2=CC(=C1)CC)C)=O)C)F)=O)=O N-(3-(3-((2,6-dioxopiperidin-3-yl)amino)phenyl)prop-2-yn-1-yl)-5-(4-((7-ethyl-1,3-dimethyl-2-oxo-1,2-dihydroquinolin-5-yl)(methyl)amino)-2-fluorophenyl)-3-methylpicolinamide